O1N=C(C=C1)NC(C[N+]1(CCCCCC1)CC(=O)NC1=C(SC=C1C)C(NCCN1CCN(CC1)C)=O)=O 1-(2-(isoxazol-3-ylamino)-2-oxoethyl)-1-(2-((4-methyl-2-((2-(4-methylpiperazin-1-yl)ethyl)carbamoyl)thiophen-3-yl)amino)-2-oxoethyl)azepan-1-ium